(S)-quinuclidin-3-yl (6-(3-fluorophenyl)-2,3-dihydro-1H-inden-1-yl)carbamat FC=1C=C(C=CC1)C1=CC=C2CCC(C2=C1)NC(O[C@@H]1CN2CCC1CC2)=O